ClC1=CC=C(C=C1)C=1C=C(C(N(N1)C1=CC(=CC=C1)F)=O)C(=O)N[C@H]1[C@H](CC1)O 6-(4-chlorophenyl)-2-(3-fluorophenyl)-N-(cis-2-hydroxycyclobutyl)-3-oxo-2,3-dihydropyridazine-4-carboxamide